ClC=1C=C2C(OCC=3C=CC(=CC3C3=CC=NC(NS(C(C1O)=C2)(=O)=O)=C3)F)=O 13-chloro-4-fluoro-14-hydroxy-16,16-dioxo-9-oxa-16λ6-thia-17,19-diazatetracyclo[16.3.1.111,15.02,7]tricosa-1(21),2(7),3,5,11,13,15(23),18(22),19-nonaen-10-one